C1(NCC12CCCCC2)=O 2-Azaspiro[3.5]Nonan-1-One